N-(3-(2,2-dichloropropionylamino)-2,4-difluorophenyl)benzamide ClC(C(=O)NC=1C(=C(C=CC1F)NC(C1=CC=CC=C1)=O)F)(C)Cl